tert-butyl (S)-(1-oxo-1-(piperazin-1-yl)propan-2-yl)carbamate Benzyl-4-((tert-butoxycarbonyl)-L-alanyl)piperazin-1-carboxylate C(C1=CC=CC=C1)OC(=O)N1CCN(CC1)C([C@@H](NC(=O)OC(C)(C)C)C)=O.O=C([C@H](C)NC(OC(C)(C)C)=O)N1CCNCC1